O=C1C(C2C3CC=C4C5C=CCCC5CCC4C3CCC2(CC1)C(=O)O)=O dioxo-1,3,4,5,6,6a,6b,7,8,8a,9,10,12a,14,14a,14b-hexadecahydropicene-4a(2H)-carboxylic acid